FC1=C(C=C(C(=C1)F)F)CN (2,4,5-Trifluorophenyl)methanamine